ethyl 3-(2-bromo-4-fluorophenyl)-2,2-difluoro-3-oxopropanoate BrC1=C(C=CC(=C1)F)C(C(C(=O)OCC)(F)F)=O